FC(C=1C=C(C=C(C1)C(F)(F)F)C1=CC=2C(N(C(C3=CC(=C4C(C23)=C1OC1=CC=CC=C14)C1=CC(=CC(=C1)C(F)(F)F)C(F)(F)F)=O)C1=CC=C(C=C1)CC(=O)OC1=CC(=C(C(=C1)C)C=O)C)=O)(F)F 4-formyl-3,5-dimethylphenyl 2-(4-(5,11-bis(3,5-bis(trifluoromethyl)phenyl)-1,3-dioxo-1H-xantheno[2,1,9-def]isoquinolin-2(3H)-yl)phenyl)acetate